ClC1=NN2C(N=CC(=C2[C@H](C)OC)NC2=CC=C(C=C2)[C@@H](C(F)(F)F)N(C(=O)C2CN(CC2)C(=O)OC(C)(C)C)C)=N1 tert-butyl 3-{[(1S)-1-[4-({2-chloro-7-[(1S)-1-methoxyethyl]-[1,2,4]triazolo[1,5-a]pyrimidin-6-yl}amino)phenyl]-2,2,2-trifluoroethyl] (methyl)carbamoyl}pyrrolidine-1-carboxylate